((dimethylamino)methyl)-4-(pyridin-2-yl)-N-(4-(trifluoromethyl)pyridin-2-yl)thiazol-2-amine CN(C)CC1=C(N=C(S1)NC1=NC=CC(=C1)C(F)(F)F)C1=NC=CC=C1